OCC1(CCC1)NC=1C2=C(N=C(N1)N1CC3=CC=C(C=C3C1)C(=O)OC)CC[S@]2=O |r| methyl (R/S)-2-(4-((1-(hydroxymethyl)cyclobutyl)amino)-5-oxido-6,7-dihydrothieno[3,2-d]pyrimidin-2-yl)isoindoline-5-carboxylate